FC=1C=C(C(=O)NCCC2=CC(=NO2)C(=O)OCC)C=CC1F ethyl 5-(2-(3,4-difluorobenzamido)ethyl)isoxazole-3-carboxylate